FC1=CC(=C(C=C1C=1N=C(SC1)C(=O)N1CCN(CC1)C)NC(=O)C1=CNC(C=C1C(F)(F)F)=O)N1C[C@H](N([C@H](C1)C)C)C N-[4-fluoro-5-[2-(4-methylpiperazine-1-carbonyl)-1,3-thiazol-4-yl]-2-[(3R,5S)-3,4,5-trimethylpiperazin-1-yl]phenyl]-6-oxo-4-(trifluoromethyl)-1H-pyridine-3-carboxamide